C(C)C=1C(=CC=C2C=C(C=C(C12)C1=C(C=2N=C(N=C(C2C=N1)O)OC[C@]12CCCN2C[C@@H](C1)F)F)O)F 7-(8-ethyl-7-fluoro-3-hydroxynaphthalen-1-yl)-8-fluoro-2-(((2R,7aS)-2-fluorotetrahydro-1H-pyrrolizin-7a(5H)-yl)methoxy)pyrido[4,3-d]pyrimidin-4-ol